OC(CC(C)(C)NC=1C2=C(N=C(N1)C1=C(C=NC=C1)C#N)C=NC=C2)(C)C 4-{4-[(4-hydroxy-2,4-dimethylpentan-2-yl)amino]pyrido[3,4-d]pyrimidin-2-yl}pyridine-3-carbonitrile